FC1=C(C(=C(C=C1OC)OC)F)N1C(N(C2=C(C1)C=NC1=C2C=C(N1)CN1CC(C1)C#N)C)=O 1-{[3-(2,6-difluoro-3,5-dimethoxyphenyl)-1-methyl-2-oxo-2,3,4,7-tetrahydro-1H-pyrrolo[3',2':5,6]pyrido[4,3-d]pyrimidin-8-yl]methyl}azetidine-3-carbonitrile